3-(3-(cyclopropylfluoro(4-methyl-4H-1,2,4-triazol-3-yl)methyl)phenyl)-6-(((R)-4,4-difluoro-3-methylpiperidin-1-yl)methyl)-8-methyl-4H-chromen-4-one C1(CC1)C(C=1C=C(C=CC1)C1=COC2=C(C=C(C=C2C1=O)CN1C[C@H](C(CC1)(F)F)C)C)(C1=NN=CN1C)F